1-cyclopropyl-8-(6-(((1-methyl-5-oxo-3-pyrrolidinyl)methylamino))-3-pyridinyl)-3-propylxanthine C1(CC1)N1C(=O)N(C=2N=C(NC2C1=O)C=1C=NC(=CC1)NCC1CN(C(C1)=O)C)CCC